1,2,3,4-tetrachloro-1,3-butadiene ClC=C(C(=CCl)Cl)Cl